ISOPENTYL PROPIONATE C(CC)(=O)OCCC(C)C